CN1N=CC(=C1)NC1CNCCC1 3-[(1-methylpyrazol-4-yl)amino]Piperidine